1-(3-(2-methoxyethoxy)-4-(4-(trifluoromethyl)piperidin-1-yl)phenyl)cyclohexane-1,4-diamine COCCOC=1C=C(C=CC1N1CCC(CC1)C(F)(F)F)C1(CCC(CC1)N)N